COC(CC1CCN(CC1)CC1=CC(=NC(=C1)C1=CC(=CC(=C1)Cl)Cl)OCC1=CC=CC=C1)=O 2-(1-((2-(benzyloxy)-6-(3,5-dichlorophenyl)pyridin-4-yl)methyl)piperidin-4-yl)acetic acid methyl ester